1,3-Dimethyl-4-[2-(methylsulfonyl)-4-(trifluoromethyl)benzoyl]-1H-pyrazol-5-yl-1,3-dimethyl-1H-pyrazole-4-carboxylate CN1N=C(C(=C1C1=C(C(=NN1C)C)C(=O)[O-])C(C1=C(C=C(C=C1)C(F)(F)F)S(=O)(=O)C)=O)C